N-(bis(3-(tripropylsilyl)phenyl)phosphaneyl)-N-benzyl-1,1-bis(4-(tributylsilyl)phenyl)phosphanamine C(CC)[Si](C=1C=C(C=CC1)P(N(P(C1=CC=C(C=C1)[Si](CCCC)(CCCC)CCCC)C1=CC=C(C=C1)[Si](CCCC)(CCCC)CCCC)CC1=CC=CC=C1)C1=CC(=CC=C1)[Si](CCC)(CCC)CCC)(CCC)CCC